2-(6-(1-((1S,3R,4S,5R)-4-fluoro-1-methyl-8-azabicyclo[3.2.1]octan-3-yl)vinyl)-1,2,4-triazin-3-yl)-5-(1H-imidazol-1-yl)phenol F[C@H]1[C@H](C[C@@]2(CC[C@H]1N2)C)C(=C)C2=CN=C(N=N2)C2=C(C=C(C=C2)N2C=NC=C2)O